C12(CC(C1)C2)NC(=O)C=2C(N(C1=NC=C(C=C1C2OC)C2=CC=C(C=C2)OC)CCN2CCOCC2)=O N-(bicyclo[1.1.1]pent-1-yl)-4-methoxy-6-(4-methoxyphenyl)-1-(2-morpholinoethyl)-2-oxo-1,2-dihydro-1,8-naphthyridine-3-carboxamide